(2S,3R)-3-(benzyloxy)-1-(cyclopentylamino)-1-oxobutan C(C1=CC=CC=C1)O[C@@H](CC(=O)NC1CCCC1)C